C(#C)C=1C=NC(=NC1)N[C@H]1CN(CC1)C1=NN=CC2=CC(=CC=C12)NC(C=C)=O (R)-N-(1-(3-((5-ethynylpyrimidin-2-yl)amino)pyrrolidin-1-yl)phthalazin-6-yl)Acrylamide